4-(3-methoxyprop-1-yn-1-yl)-1,6-naphthyridine-2-carboxylic acid COCC#CC1=CC(=NC2=CC=NC=C12)C(=O)O